N1(CCCC1)C1CCN(CC1)C1CCC2=C(CC1)C=C(C=C2)C2(NNC(=N2)N)N 3-(7-(4-pyrrolidin-1-ylpiperidin-1-yl)-6,7,8,9-tetrahydro-5H-benzo[7]annulene-2-yl)-1H-1,2,4-triazole-3,5-diamine